azepinal N1C(=CC=CC=C1)C=O